2,3,5-trifluoro-4'-methyl-[1,1'-biphenyl]-4-carboxylic acid methyl ester COC(=O)C1=C(C(=C(C=C1F)C1=CC=C(C=C1)C)F)F